2-(4-(4-methyl-4H-1,2,4-triazol-3-yl)cyclohexyl)-3-(pyridin-3-yl)benzonitrile CN1C(=NN=C1)C1CCC(CC1)C1=C(C#N)C=CC=C1C=1C=NC=CC1